7-(4-chlorobenzyl)-1-(3-hydroxypropyl)-3-methyl-8-(3-oxobut-1-yn-1-yl)-3,7-dihydro-1H-purine-2,6-dione ClC1=CC=C(CN2C(=NC=3N(C(N(C(C23)=O)CCCO)=O)C)C#CC(C)=O)C=C1